(R)-2-(2-((4-amino-3-(2-fluoro-4-phenoxyphenyl)-1H-pyrazolo[3,4-d]pyrimidin-1-yl)methyl)pyrrolidine-1-carbonyl)-3-(1-aminocyclopropyl)acrylonitrile NC1=C2C(=NC=N1)N(N=C2C2=C(C=C(C=C2)OC2=CC=CC=C2)F)C[C@@H]2N(CCC2)C(=O)C(C#N)=CC2(CC2)N